(R)-1-(2-chloropyridin-3-yl)ethyl (4-(5-(3-acetamidobicyclo[1.1.1]pentane-1-carboxamido)pyridin-2-yl)-1-methyl-1H-1,2,3-triazol-5-yl)carbamate C(C)(=O)NC12CC(C1)(C2)C(=O)NC=2C=CC(=NC2)C=2N=NN(C2NC(O[C@H](C)C=2C(=NC=CC2)Cl)=O)C